Cl.NC\C=C(\CN1C(=NC2=C1C=C(C=C2C2=CC=C(C=C2)S(=O)(=O)N2CCOCC2)C(=O)N(C)C)C)/F (Z)-1-(4-amino-2-fluorobut-2-en-1-yl)-N,N,2-trimethyl-4-(4-(morpholinosulfonyl)phenyl)-1H-benzo[d]imidazol-6-carboxamide Hydrochloride